bis-(3-methyl-4-aminocyclohexyl)methane CC1CC(CCC1N)CC1CC(C(CC1)N)C